tert-butyl 6-((4-amino-3-(5-hydroxy-1H-indol-2-yl)-1H-pyrazolo[3,4-d]pyrimidin-1-yl)methyl)-3,4-dihydroisoquinoline-2(1H)-carboxylate NC1=C2C(=NC=N1)N(N=C2C=2NC1=CC=C(C=C1C2)O)CC=2C=C1CCN(CC1=CC2)C(=O)OC(C)(C)C